dimethyl-6-methyl-2,4-diamino-1,3,5-triazine CC1(N(C(=NC(=N1)N)C)C)N